COC1=CC=2N(C=C1S(=O)(=O)C(CCCO)(C)C)C=CN2 4-((7-methoxyimidazo[1,2-a]pyridin-6-yl)sulfonyl)-4-methylpentan-1-ol